4-([1,2,4]triazolo[1,5-a]pyridin-7-yloxy)aniline N=1C=NN2C1C=C(C=C2)OC2=CC=C(N)C=C2